NC1=NNC2=CC=C(C=C12)OC1=C(C=C(C=C1Cl)N1N=C(C(NC1=O)=O)C#N)Cl 2-(4-((3-amino-1H-indazol-5-yl)oxy)-3,5-dichlorophenyl)-3,5-dioxo-2,3,4,5-tetrahydro-1,2,4-triazine-6-carbonitrile